(R)-1-((R)-(2-((S)-amino(4,4-difluorocyclohexyl)methyl)imidazo[1,2-b]pyridazin-7-yl)(cyclopropyl)methyl)-4-isopropylimidazolidin-2-one hydrochloride Cl.N[C@H](C=1N=C2N(N=CC(=C2)[C@H](N2C(N[C@@H](C2)C(C)C)=O)C2CC2)C1)C1CCC(CC1)(F)F